C(CCC)(=O)OC=1C(=NC=CC1OC)C(N[C@H](C(=O)NN(C)C(C1=CC=C(C=C1)C)C1=CC=C(C=C1)C)C)=O (S)-2-((1-(2-(bis(4-methylphenyl)methyl)-2-methylhydrazineyl)-1-oxopropan-2-yl)carbamoyl)-4-methoxypyridin-3-yl butyrate